BrC1=CC2=C([C@@]3(CCN(C[C@H](C2)C3)C)C)C=C1 (1S,6S)-9-bromo-1,4-dimethyl-2,3,4,5,6,7-hexahydro-1H-1,6-methanobenzo[e]azonin